[N+](=O)([O-])C1=CC=C(O1)\C=N/NC(=O)C1=CC=CC2=CC=CC=C12 N-[(Z)-(5-nitrofuran-2-yl)methylideneamino]naphthalene-1-carboxamide